(methoxymethyl)-1-[(2,3,3-trimethyl-1H-isoindol-5-yl)methyl]pyrazole COCC1=NN(C=C1)CC=1C=C2C(N(CC2=CC1)C)(C)C